CC(CCCO)CCC 4-methylheptanol